2-(bromomethyl)-1-methyl-pyrrolidine BrCC1N(CCC1)C